N1N=NC2=C1C=CC(=C2)CN2C(C1=CC=CC=C1C2CC2=NN(C=C2Cl)C2CNC2)=O 2-((1H-benzo[d][1,2,3]triazol-5-yl)methyl)-3-((1-(azetidin-3-yl)-4-chloro-1H-pyrazol-3-yl)methyl)isoindolin-1-one